N-(cyclohexylmethyl)-2-[1-[(2,3-difluorophenyl)methyl]-5-oxopyrrolidin-2-yl]acetamid C1(CCCCC1)CNC(CC1N(C(CC1)=O)CC1=C(C(=CC=C1)F)F)=O